(R)-2-cyclopropoxy-N-methoxy-N-methylpropanamide C1(CC1)O[C@@H](C(=O)N(C)OC)C